5-chloro-3-(2,5-difluorobenzenesulfonylamino)-2-fluorobenzoic acid methyl ester COC(C1=C(C(=CC(=C1)Cl)NS(=O)(=O)C1=C(C=CC(=C1)F)F)F)=O